(R)-6-(1-(5-(6-chloro-7-fluoro-3-(1H-imidazol-1-yl)-5-methoxy-1-methyl-1H-indol-2-yl)-4H-1,2,4-triazol-3-yl)ethyl)-2-oxa-6-azaspiro[3.3]heptane ClC1=C(C=C2C(=C(N(C2=C1F)C)C=1NC(=NN1)[C@@H](C)N1CC2(COC2)C1)N1C=NC=C1)OC